BrC1=CC2=C(N=C(N=C2N[C@H](C)C2=C(C(=CC=C2)C(F)F)F)C)N(C1=O)C 6-bromo-4-{[(1R)-1-[3-(difluoromethyl)-2-fluorophenyl]ethyl]amino}-2,8-dimethyl-7H,8H-pyrido[2,3-d]pyrimidin-7-one